S1C([N-]C=C1)=S 3-thiazolide-2-thione